diaminostilbene-2,2'-disulfonic acid sodium salt [Na+].NC(=C(C=1C(=CC=CC1)S(=O)(=O)[O-])N)C=1C(=CC=CC1)S(=O)(=O)[O-].[Na+]